CC=1N=NN2C1C1=C(C(CC2)NC2=CC=C(OCCO)C=C2)C=C(C=C1)C=1C=NN(C1)C 2-(4-((1-methyl-9-(1-methyl-1H-pyrazol-4-yl)-6,7-dihydro-5H-benzo[c][1,2,3]triazolo[1,5-a]azepin-7-yl)amino)phenoxy)ethanol